O1[C@@H]2[C@H](NC(C1)=O)CNCC2 (4aR,8aS)-hexahydro-2H-pyrido[4,3-b][1,4]oxazin-3(4H)-one